8-(3-pyrrolidin-1-ylpropoxy)chroman-6-amine N1(CCCC1)CCCOC=1C=C(C=C2CCCOC12)N